hexacyano-1,4,5,8,9,11-Hexaazatriphenylene C(#N)C=1N=C(N=C2C3=NC(=C(N=C3C=3N=C(C(=NC3C12)C#N)C#N)C#N)C#N)C#N